C(C)(=O)OC=1COC=C(C1OC(C)=O)OC(C)=O 4-pyran-3,4,5-triyl triacetate